ClC=1C=C2C(=NC=NC2=C(C1C1=CC=C(C2=C1N=C(S2)N)F)F)NC2CN(C2)S(=O)(=O)C=C 4-(6-chloro-8-fluoro-4-((1-(vinylsulfonyl)azetidin-3-yl)amino)quinazolin-7-yl)-7-fluorobenzo[d]thiazol-2-amine